ClC1=C(C(=CC=C1)Cl)N1CC(C1)C1=CC=C(C2=CC=CC=C12)CN1CC(C1)(O)C ((4-(1-(2,6-dichlorophenyl)azetidin-3-yl)naphthalen-1-yl)methyl)-3-methylazetidin-3-ol